6-Methylpyridazine-3-carboxylic acid tert-butyl ester C(C)(C)(C)OC(=O)C=1N=NC(=CC1)C